C(C)N1C(C2=CC=CC=3C2=C(C1=[Se])C=CC3NCCCCNC=3SC1=C(C(N3)=O)C=C(C=C1[N+](=O)[O-])C(F)(F)F)=[Se] 2-((4-((2-ethyl-1,3-diselenoxo-2,3-dihydro-1H-benzo[de]isoquinolin-6-yl)amino)butyl)amino)-8-nitro-6-(trifluoromethyl)-4H-benzo[e][1,3]thiazin-4-one